FC1=C(C=CC=C1)N1CCCN(S1(=O)=O)CC(=O)NC1C2CC3(CC(CC1C3)C2)C(=O)N 4-(2-(6-(2-fluorophenyl)-1,1-dioxido-1,2,6-thiadiazinan-2-yl)acetamido)adamantane-1-carboxamide